FC1=C(C(=CC=C1)C)B(O)O 2-FLUORO-6-METHYLPHENYLBORONIC ACID